O-beta-D-galactopyranosyl-(1→4) beta-D-glucopyranoside O([C@H]1[C@H](O)[C@@H](O)[C@H](O)[C@H](O1)CO)[C@H]1[C@H](O)[C@@H](O)[C@@H](O)[C@H](O1)CO